OC1=CC=C(C=C1)[C@H](C)NC(CN1N=CC=2N(C1=O)C=CC2)=O (S)-N-(1-(4-hydroxyphenyl)ethyl)-2-(4-oxo-pyrrolo[1,2-d][1,2,4]triazin-3(4H)yl)acetamide